methyl 2-(3-(4-(5-((4,6-difluoro-1H-indol-5-yl)oxy)-2-fluorobenzamido)-3-oxotetrahydro-2H-pyran-2-yl)phenyl)acetate FC1=C2C=CNC2=CC(=C1OC=1C=CC(=C(C(=O)NC2C(C(OCC2)C=2C=C(C=CC2)CC(=O)OC)=O)C1)F)F